(R)-tert-butyl-2-(2-((5-(2-(1-(2-methoxyethyl)-1H-pyrazol-4-yl)pyrazolo[5,1-b]thiazole-7-carboxamido)-6-methylpyridin-3-yl)amino)-2-oxoethyl)pyrrolidine C(C)(C)(C)N1[C@H](CCC1)CC(=O)NC=1C=NC(=C(C1)NC(=O)C=1C=NN2C1SC(=C2)C=2C=NN(C2)CCOC)C